N,N-dimethyl-picolinamide CN(C(C1=NC=CC=C1)=O)C